(2R,3S)-3-((5-fluoro-2-(2-methoxy-7-methylquinoxalin-5-yl)benzo[d]thiazol-6-yl)oxy)butan-2-yl (2-((2-hydroxy-2-methylpropyl)amino)pyrimidin-5-yl)carbamate OC(CNC1=NC=C(C=N1)NC(O[C@H](C)[C@H](C)OC1=CC2=C(N=C(S2)C2=C3N=CC(=NC3=CC(=C2)C)OC)C=C1F)=O)(C)C